[H-].P.[Na+] sodium phosphine hydride